[H-].[Na+].COB(OC)OC trimethoxyboron sodium hydride